2-[4-(4-{[(tert-butyldimethylsilyl)oxy]methyl}-7-methyl-7H-pyrrolo[2,3-d]pyrimidin-5-yl)-2-fluorophenoxy]-4-methylpyrimidine [Si](C)(C)(C(C)(C)C)OCC=1C2=C(N=CN1)N(C=C2C2=CC(=C(OC1=NC=CC(=N1)C)C=C2)F)C